NC1=NC=C(C(=C1)S(=O)(=O)NC1=CC=C(C=C1)Cl)C 2-amino-N-(4-chlorophenyl)-5-methylpyridine-4-sulfonamide